2-[3-[4-amino-3-(2-fluoro-4-phenoxy-phenyl)-pyrazolo[3,4-d]pyrimidin-1-yl]piperidine-1-carbonyl]-4-methyl-4-[4-(oxetan-3-yl)piperazin-1-yl]pent-2-enenitrile NC1=C2C(=NC=N1)N(N=C2C2=C(C=C(C=C2)OC2=CC=CC=C2)F)C2CN(CCC2)C(=O)C(C#N)=CC(C)(N2CCN(CC2)C2COC2)C